1-(4-methoxynaphthalene-1-yl)-2-(2-methoxyphenyl)ethane COC1=CC=C(C2=CC=CC=C12)CCC1=C(C=CC=C1)OC